5-acetyl-8-methoxyquinolin-2(1H)-one C(C)(=O)C1=C2C=CC(NC2=C(C=C1)OC)=O